2-((5-((3-Chloro-4-cyanophenyl)(5-(3,5-dimethyl-1-((2-(trimethylsilyl)ethoxy)methyl)-1H-pyrazol-4-yl)-2-methylphenyl)amino)pentyl)oxy)acetic acid ClC=1C=C(C=CC1C#N)N(CCCCCOCC(=O)O)C1=C(C=CC(=C1)C=1C(=NN(C1C)COCC[Si](C)(C)C)C)C